(4R)-N-[4-morpholino-8-(2,3,5-trifluorophenyl)-1,7-naphthyridin-3-yl]chromane-4-carboxamide O1CCN(CC1)C1=C(C=NC2=C(N=CC=C12)C1=C(C(=CC(=C1)F)F)F)NC(=O)[C@@H]1CCOC2=CC=CC=C12